hexadecahydro-1H-cyclopenta[a]phenanthren-3-yl (2-(3-oxopiperazin-1-yl)ethyl) carbonate C(OC1CCC2C3CCC4CCCC4C3CCC2C1)(OCCN1CC(NCC1)=O)=O